2,6-dichloro-3-(2-methyl-1H-indol-3-yl)-5-morpholinylcyclohexane-2,5-diene-1,4-dione ClC=1C(C(=C(C(C1C1=C(NC2=CC=CC=C12)C)=O)N1CCOCC1)Cl)=O